(pyrazin-2-ylmethyl)amine N1=C(C=NC=C1)CN